FC(C1=CC=C(C=N1)C1CC2(CN(C2)C(=O)N2CC3(C2)CN(C3)CC3=CC=C(C=C3)S(=O)(=O)C(F)(F)F)C1)(F)F [6-[6-(trifluoromethyl)-3-pyridyl]-2-azaspiro[3.3]heptan-2-yl]-[6-[[4-(trifluoromethylsulfonyl)phenyl]methyl]-2,6-diazaspiro[3.3]heptan-2-yl]methanone